3-(1-bromoethyl)trifluorotoluene BrC(C)C=1C=C(C(F)(F)F)C=CC1